3-aminopropyl-triisopropenyloxysilane NCCC[Si](OC(=C)C)(OC(=C)C)OC(=C)C